1-(oxan-4-yl)methanamine O1CCC(CC1)CN